C12COCC(CC1)N2C(=O)C2=C(C=C(C=C2)NC(=O)C2CC2)N2CCCC2 N-[4-(3-oxa-8-azabicyclo[3.2.1]octane-8-carbonyl)-3-pyrrolidin-1-ylphenyl]cyclopropanecarboxamide